FC(C(=O)O)(F)F.COC=1C(=CC(=C(C1)N1CCC(CC1)CN1CCNCC1)C)[N+](=O)[O-] 1-((1-(5-methoxy-2-methyl-4-nitrophenyl)piperidin-4-yl)methyl)piperazine trifluoroacetate